2-((3,5-dichlorophenethyl)amino)pyrimidine-5-carbohydrazide ClC=1C=C(CCNC2=NC=C(C=N2)C(=O)NN)C=C(C1)Cl